bis(2-pentylheptyl) 5,17-dibutyl-11-(2-(diethylamino)ethyl)-7,15-dioxo-6,8,14,16-tetraoxa-11-azahenicosandioate C(CCC)C(CCCC(=O)OCC(CCCCC)CCCCC)OC(OCCN(CCOC(OC(CCCC(=O)OCC(CCCCC)CCCCC)CCCC)=O)CCN(CC)CC)=O